3,5-dimethoxy-4-trideuteromethyl-phenethylamine COC=1C=C(CCN)C=C(C1C([2H])([2H])[2H])OC